((1-(4-(hydroxymethyl)pyrimidin-2-yl)piperidin-4-yl)methyl)carbamic acid tert-butyl ester C(C)(C)(C)OC(NCC1CCN(CC1)C1=NC=CC(=N1)CO)=O